propyl lignocerate C(CCCCCCCCCCCCCCCCCCCCCCC)(=O)OCCC